(3R)-3-[[6-[6-(1-hydroxy-1-methyl-ethyl)imidazo[1,2-a]pyrazin-3-yl]-2-pyridinyl]amino]pyrrolidine-1-carboxylic acid tert-butyl ester C(C)(C)(C)OC(=O)N1C[C@@H](CC1)NC1=NC(=CC=C1)C1=CN=C2N1C=C(N=C2)C(C)(C)O